(2R)-2-methyl-3,5-dioxo-pyrrolidine-1-carboxylic acid tert-butyl ester C(C)(C)(C)OC(=O)N1[C@@H](C(CC1=O)=O)C